3-(oxazol-5-yl)picolinamide O1C=NC=C1C=1C(=NC=CC1)C(=O)N